3-(2-octyldodecyl)rhodanine C(CCCCCCC)C(CN1C(SCC1=O)=S)CCCCCCCCCC